tert-butyl 4-(5-(4'-acetamido-3'-fluoro-2-methoxy-[1,1'-biphenyl]-3-yl)oxazol-2-yl)piperazine-1-carboxylate C(C)(=O)NC1=C(C=C(C=C1)C1=C(C(=CC=C1)C1=CN=C(O1)N1CCN(CC1)C(=O)OC(C)(C)C)OC)F